C(C)C=1NC(=C(N1)C)C=O 2-ETHYL-4-METHYL-1H-IMIDAZOLE-5-CARBALDEHYDE